C(C)C(COP(O)(=O)C(CCCCCC)C)CCCC (2-ethylhexyl)(1-methylheptyl)phosphonic acid